FC1(CCN(CC1)C=1C=2N(C=C(N1)NC(C1=C(C=C(C=C1)NS(=O)(=O)CCO)N1CCC3(CC3)CC1)=O)C=CC2)F N-(1-(4,4-difluoropiperidin-1-yl)pyrrolo[1,2-a]pyrazin-3-yl)-4-(2-hydroxyethylsulfonamido)-2-(6-azaspiro[2.5]octan-6-yl)benzamide